C1(NC(C=2C=C3C(=CC12)C=CC=C3)=N)=N 1H-benzo[f]isoindole-1,3(2H)-diimine